C1(CC1)CCN(C1=C2CN(C(C2=CC=C1)=O)C1C(NC(CC1)=O)=O)C1CCC(CC1)N(CCCC(F)(F)F)C 3-(4-((2-cyclopropylethyl)((1s,4s)-4-(methyl(4,4,4-trifluorobutyl)amino)cyclohexyl)amino)-1-oxoisoindolin-2-yl)piperidine-2,6-dione